O=C[C@@H](O)[C@H](O)[C@H](O)[C@H](O)CO Z-altrose